BrC=1C=C(C(=C(C1)/N=C/N(C)C)C#N)O[C@@H](CN(C)C)C (R,E)-N'-(5-bromo-2-cyano-3-((1-(dimethylamino)propan-2-yl)oxy)phenyl)-N,N-dimethylformimidamide